4-methyl-3-(2-methyloxazol-5-yl)-indole CC1=C2C(=CNC2=CC=C1)C1=CN=C(O1)C